5-chloro-2-(1,2,2-trimethyl-4-piperidyl)-1,3-benzothiazole ClC=1C=CC2=C(N=C(S2)C2CC(N(CC2)C)(C)C)C1